4,7-di(2-pyridylmethyl)-1,4,7-triazacyclononane-1-acetic acid N1=C(C=CC=C1)CN1CCN(CCN(CC1)CC1=NC=CC=C1)CC(=O)O